(S)-6-(1-(2,6-dichlorobenzoyl)pyrrolidin-2-yl)-9-hydroxy-2-(2-(pyridin-3-ylsulfonyl)ethyl)-3,4-dihydro-2H-pyrazino[1,2-c]pyrimidine-1,8-dione ClC1=C(C(=O)N2[C@@H](CCC2)C2=NC(C(=C3N2CCN(C3=O)CCS(=O)(=O)C=3C=NC=CC3)O)=O)C(=CC=C1)Cl